2-(4-chlorophenyl)-4-[[2-chlorophenylmethylsulfonyl]oxy]-5-amino-3(2H)-furanone ClC1=CC=C(C=C1)C1OC(=C(C1=O)OS(=O)(=O)CC1=C(C=CC=C1)Cl)N